sodium [3-(benzyloxy)phenyl]methanesulfonate C(C1=CC=CC=C1)OC=1C=C(C=CC1)CS(=O)(=O)[O-].[Na+]